CC1=C(N=CC(=N1)C(C)N1N=NC(=C1)C(=O)O)N1C([C@@H]2C[C@@H]2C1)=O 1-(1-(6-methyl-5-((1R,5S)-2-oxo-3-azabicyclo[3.1.0]hexan-3-yl)pyrazin-2-yl)ethyl)-1H-1,2,3-triazole-4-carboxylic acid